piperidinooxy sebacate C(CCCCCCCCC(=O)[O-])(=O)OON1CCCCC1